ClC1=NC=CC=C1OC=1C=NC(=CC1)C(F)(F)F 2-chloro-3-((6-(trifluoromethyl)pyridin-3-yl)oxy)pyridine